N1-((S)-7-(4-hydroxybut-1-yn-1-yl)-5-isopropyl-4-oxo-2,3,4,5-tetrahydrobenzo[b][1,4]oxazepin-3-yl)-N2-(2-phenylpropyl)oxalamide OCCC#CC1=CC2=C(OC[C@@H](C(N2C(C)C)=O)NC(C(=O)NCC(C)C2=CC=CC=C2)=O)C=C1